FC=1C=NC(=NC1)N1C(C2=CC=C(C=C2C=N1)C1=C(C(=CC=C1)OC)C)=O 2-(5-Fluoropyrimidin-2-yl)-6-(3-methoxy-2-methylphenyl)phthalazin-1(2H)-one